1-((3-((3R,5R)-5-(4-chloro-3,5-difluorophenyl)tetra-hydrofuran-3-yl)-1,2,4-oxadiazol-5-yl)methyl)-7-methyl-1,7-dihydro-6H-purin-6-one ClC1=C(C=C(C=C1F)[C@H]1C[C@@H](CO1)C1=NOC(=N1)CN1C=NC=2N=CN(C2C1=O)C)F